N-(cyclopropylmethyl)-2-[4-(6-fluoro-1,2-benzisoxazol-3-yl)piperidin-1-yl]ethan-1-amine C1(CC1)CNCCN1CCC(CC1)C1=NOC2=C1C=CC(=C2)F